NC[C@H](C1=CC(=CC(=C1)F)Cl)NC(=O)C=1N=CN(C1)C1=NC(=NC=C1C)NC1CC(C1)(F)F (S)-N-(2-amino-1-(3-chloro-5-fluoro-phenyl)ethyl)-1-(2-((3,3-difluoro-cyclobutyl)amino)-5-methyl-pyrimidin-4-yl)-1H-imidazole-4-carboxamide